OC(C)(C)C=1C=NC(=NC1)C=1N(C(C2=CC=CC=C2C1)=O)CCC[C@H](C)NC=1C=NNC(C1C(F)(F)F)=O 5-(1-hydroxy-1-methyl-ethyl)pyrimidin-2-yl-2-[(4S)-4-[[6-oxo-5-(trifluoromethyl)-1H-pyridazin-4-yl]amino]pentyl]isoquinolin-1-one